ClC1=NC=C(C(=C1)C1=C(C=NC(=C1)C)C(=O)NC=1SC=2N=C(N=CC2N1)C)OC 2'-chloro-5'-methoxy-6-methyl-N-{5-methyl-[1,3]thiazolo[5,4-d]pyrimidin-2-yl}-[4,4'-bipyridine]-3-carboxamide